2-(chloromethyl)-5-cyclobutyl-4-(trifluoromethyl)pyridine ClCC1=NC=C(C(=C1)C(F)(F)F)C1CCC1